BrC1=CC=CC(=N1)C(=O)NC1=CC=C(C=N1)NC(=O)C1CN(CC(C1)C(F)(F)F)C(=O)OC(C)(C)C tert-butyl 3-((6-(6-bromopicolinamido)pyridin-3-yl)carbamoyl)-5-(trifluoromethyl)piperidine-1-carboxylate